C(C)(C)(C)OC(CN(CCCCCCCC(=O)OC)CCN(CCCCCCCCC)CCCCCCCC(=O)OC)=O methyl 8-((2-(tert-butoxy)-2-oxoethyl)(2-((8-methoxy-8-oxooctyl)(nonyl)amino)ethyl)amino)octanoate